N1=CC=CC=2C(=CC=CC12)C(=O)N quinoline-5-amide